4-bromo-3-(ethoxymethyl)-5-methyl-1H-pyrazole BrC=1C(=NNC1C)COCC